C1(CC1)C=1N=NN(C1)[C@H](C(=O)N1[C@@H](C[C@H](C1)O)C(=O)NCCS(=O)(=O)N1CCC2=CC=CC=C12)C(C)(C)C (2S,4R)-1-[(2S)-2-(4-cyclopropyltriazol-1-yl)-3,3-dimethyl-butanoyl]-4-hydroxy-N-(2-indolin-1-ylsulfonylethyl)pyrrolidine-2-carboxamide